N-(3-(5-(2-Chloro-4-methoxyphenyl)-1H-pyrazolo[3,4-b]pyridin-3-carbonyl)-2-fluorophenyl)butan-1-sulfonamid ClC1=C(C=CC(=C1)OC)C=1C=C2C(=NC1)NN=C2C(=O)C=2C(=C(C=CC2)NS(=O)(=O)CCCC)F